oxazolinyl-dithiopropane sodium [Na].O1C(=NCC1)SSCCC